3-(N-CYCLOPROPYLSULPHAMOYL)BENZENEBORONIC ACID C1(CC1)NS(=O)(=O)C=1C=C(C=CC1)B(O)O